CN(CC)C1=CC=NC=C1 2-(methyl-(pyridine-4-yl)amino)ethane